C(C)(C)(C)N1N=C(C=C1[C@@H]1C[C@@H](CC1)N1C(C2=CC=CC=C2C1=O)=O)NC(OCC1=CC=CC=C1)=O benzyl cis-(1-(tert-butyl)-5-(3-(1,3-dioxoisoindolin-2-yl)cyclopentyl)-1H-pyrazol-3-yl)carbamate